N-Acryloylaminoethoxyethanol CC1=CCCC1=O